C(#N)C1=NC=C(C(=C1C1=CC=NC=C1)N1C[C@@](CC1)(C)NC(OC(C)(C)C)=O)C1=NC2=C(N1)C(=CC(=C2)F)C tert-butyl [(3S)-1-[2-cyano-5-(5-fluoro-7-methyl-1H-1,3-benzodiazol-2-yl)-[3,4-bipyridin]-4-yl]-3-methylpyrrolidin-3-yl]carbamate